5-Amino-3-(2-fluoro-4-(2-oxo-2-((3-(4-(trifluoromethyl)bicyclo[2.2.1]heptan-1-yl)isoxazol-5-yl)amino)ethyl)phenyl)-1-(1-methylcyclopropyl)-1H-pyrazole-4-carboxamide NC1=C(C(=NN1C1(CC1)C)C1=C(C=C(C=C1)CC(NC1=CC(=NO1)C12CCC(CC1)(C2)C(F)(F)F)=O)F)C(=O)N